O=C1OC(CC2=CC=CC=C12)=O 1,3-diketo-isochromene